Acetyl-Guanidine C(C)(=O)NC(=N)N